CC1=C(C=CC(=C1)[N+](=O)[O-])C1=NOC(=C1)C(F)(F)F 3-(2-methyl-4-nitrophenyl)-5-(trifluoromethyl)isoxazole